C(C1=CC=CC=C1)O[C@@H]1[C@@H]([C@@H](O[C@@H]([C@@H]1OCC1=CC=CC=C1)COCC1=CC=CC=C1)OC)N(C(C)=O)C N-((2R,3S,4R,5R,6R)-4,5-bis(benzyloxy)-6-((benzyloxy)methyl)-2-methoxytetrahydro-2H-pyran-3-yl)-N-methylacetamide